C(C)(C)(C)OC(=O)N1CC2CCC(CC2C1)NC1=CC=C2C(=NN(C2=C1)C)C1C(NC(CC1)=O)=O tert-butyl-5-((3-(2,6-dioxopiperidin-3-yl)-1-methyl-1H-indazol-6-yl)amino)octahydro-2H-isoindole-2-carboxylate